2-((2-fluoro-4-iodophenyl)amino)-1-methyl-1H-pyrrolo[2,3-b]pyridine-3-carbonyl chloride FC1=C(C=CC(=C1)I)NC1=C(C=2C(=NC=CC2)N1C)C(=O)Cl